N-(5-isopropylthiophen-2-yl)-2-nitrobenzamide C(C)(C)C1=CC=C(S1)NC(C1=C(C=CC=C1)[N+](=O)[O-])=O